CCC(C(=O)OCC1(CC1)C1=NC(=CC=C1)CCN)(OC=CCCCCCCCCCCC)C (1-(6-(2-aminoethyl)pyridin-2-yl)cyclopropyl)methanol methyl-2-methyl-2-(tridec-1-en-1-yloxy)propanoate